ClC1=C(C=CC=C1F)[C@H](C)OC1=NC(=NC=C1)C(=O)N[C@H](C)\C=C\S(=O)(=O)C ((S)-1-(2-Chloro-3-fluorophenyl)ethoxy)-N-((R,E)-4-(methylsulfonyl)but-3-en-2-yl)pyrimidine-2-carboxamide